FC1=C(CO)C(=CC=C1F)F 2,3,6-trifluoro-benzyl alcohol